O1COC2=C1C=CC(=C2)N(C(C2=C(C=C(C(=C2)C(C)C)OCC2=CC=CC=C2)OCC2=CC=CC=C2)=O)CC2=CC=C(C(=O)O)C=C2 4-((N-(benzo[d][1,3]dioxol-5-yl)-2,4-bis(benzyloxy)-5-isopropylbenzamido)methyl)benzoic acid